(4-((diethylamino)methyl)phenyl)-1H-benzimidazole-4-carboxamide C(C)N(CC)CC1=CC=C(C=C1)N1C=NC2=C1C=CC=C2C(=O)N